OC(CC(C(=O)O)C)C.C(CC)(=O)OCC(C)O 2-hydroxy-2-methylethyl propionate (2-hydroxy-2-methylethyl propionate)